FC=1C2(N(C3=CC=CC=C3C1)CC(C(N2)=O)(C)C)C2=CC(=CC=C2)OC 5-Fluoro-4a-(3-methoxyphenyl)-2,2-dimethyl-1,2,4,4a-tetrahydro-3H-pyrimido[1,2-a]quinolin-3-one